C(=C)C=1C=C(C=CC1)CCC1=CC=C(C=C1)CCC1=CC(=CC=C1)C=C 1-(m-vinylphenylethyl)-4-(m-vinylphenylethyl)-benzene